CC1=NN(C(=C1C(=O)OCC)C)C1=CC(NC=C1)=O Ethyl 3,5-dimethyl-1-(2-oxo-1,2-dihydropyridin-4-yl)-1H-pyrazole-4-carboxylate